N-(4-(((R)-1-hydroxy-4-methylpentan-2-yl)amino)-6-((S*)-2-(2,3,6-trifluorophenyl)propyl)-1,3,5-triazin-2-yl)methanesulfonamide OC[C@@H](CC(C)C)NC1=NC(=NC(=N1)C[C@H](C)C1=C(C(=CC=C1F)F)F)NS(=O)(=O)C |o1:15|